C(C)(=O)OCCCCCCC\C=C\CCC (E)-8-Dodecenyl acetate